C(C)(C)N1C(N(CC1)C(C)C)=[Ru](=CC1=CC=CC=C1)(=C1N(CCN1C(C)C)C(C)C)(Cl)Cl bis(1,3-diisopropylimidazoline-2-ylidene)benzylideneruthenium dichloride